N-(4-amino-5-(6-methoxypyridazin-3-yl)pyridin-2-yl)acetamide-2,2,2-d3 trifluoroacetate FC(C(=O)O)(F)F.NC1=CC(=NC=C1C=1N=NC(=CC1)OC)NC(C([2H])([2H])[2H])=O